2-amino-5-((4-chloro)-phenyl)-1,3,4-oxadiazole NC=1OC(=NN1)C1=CC=C(C=C1)Cl